(2r,3s,5r)-5-(2-amino-6-(methylamino)-9H-purin-9-yl)-2-(hydroxymethyl)-2-methyltetrahydrofuran-3-ol NC1=NC(=C2N=CN(C2=N1)[C@H]1C[C@@H]([C@@](O1)(C)CO)O)NC